ICC\C=C/CCCCCCCCCCCCCC(OC)OC (3Z)-1-iodo-18,18-dimethoxy-3-octadecene